BrC1=NN=C2N1C1=CC=CC=C1C(=N2)N(C2=CC=CC=C2)CC Bromo-N-ethyl-N-Phenyl-[1,2,4]triazolo[4,3-a]quinazolin-5-amine